F[C@@H]1CN(CC1)C1=NC=CC(=C1C=1OC2=C(N1)C=CC=C2)C2=CC=CC=C2 (S)-2-(2-(3-fluoropyrrolidin-1-yl)-4-phenylpyridin-3-yl)benzo[d]oxazole